ClC1=CC=C(C(=O)N2C(=C(C3=CC(=CC=C23)OC)CC(=O)OCC2=CC=C(C=C2)C=C)C)C=C1 4-Vinylbenzyl 2-(1-(4-chlorobenzoyl)-5-methoxy-2-methyl-1H-indol-3-yl)acetate